(heptafluoronaphthalene-2-yl) borate B(OC1=C(C2=C(C(=C(C(=C2C(=C1F)F)F)F)F)F)F)([O-])[O-]